1-[1-(diphenylmethyl)azetidin-3-yl]-1H-imidazole C1(=CC=CC=C1)C(N1CC(C1)N1C=NC=C1)C1=CC=CC=C1